4-((6-(1H-pyrazol-4-yl)quinazolin-2-yl)amino)-N-methyl-1H-pyrrole-2-carboxamide N1N=CC(=C1)C=1C=C2C=NC(=NC2=CC1)NC=1C=C(NC1)C(=O)NC